((1s,3s)-3-((5-([1,2,4]triazolo[4,3-a]pyridin-6-yl)-4-methoxy-7H-pyrrolo[2,3-d]pyrimidin-2-yl)amino)-1-methylcyclobutyl)(pyrrolidin-1-yl)methanone N=1N=CN2C1C=CC(=C2)C2=CNC=1N=C(N=C(C12)OC)NC1CC(C1)(C)C(=O)N1CCCC1